4-carboxy-phenylacetic acid C(=O)(O)C1=CC=C(C=C1)CC(=O)O